BrC=1C=C2C=C(N=CC2=CC1)C 6-bromo-3-methylisoquinoline